C(C1=CC=CC=C1)N(CCCCN1N=CC=C(C1=O)C1=CC=CC=C1)CC1OCCC1 2-(4-(benzyl((tetrahydrofuran-2-yl)methyl)amino)butyl)-4-phenylpyridazin-3(2H)-one